BrC=1C=CC=C2C(CC(OC12)C)C(=O)OC(C)(C)C tert-Butyl 8-bromo-2-methyl-chromane-4-carboxylate